C(CCCCC(=O)NN)(=O)NN adipic acid diHydrazide